3-acetyl-7-{[6-(2-methylphenyl)pyrimidin-4-yl]amino}-4-morpholino-2H-benzopyran-2-one C(C)(=O)C=1C(OC2=C(C1N1CCOCC1)C=CC(=C2)NC2=NC=NC(=C2)C2=C(C=CC=C2)C)=O